3-(difluoromethyl)isothiazol-5-amine FC(C1=NSC(=C1)N)F